Cl.C(C)N1CCN(CC1)C=1N=C(C=2CCN(CC2C1C#N)C1=CC=CC2=CC=CC=C12)N1CCNCC1 3-(4-ethylpiperazin-1-yl)-6-(naphthalen-1-yl)-1-(piperazin-1-yl)-5,6,7,8-tetrahydro-2,6-naphthyridine-4-carbonitrile hydrochloride